CC(CC=O)CC=C(CCCCCCC)C 3,6-dimethyltridec-5-enal